1-(3-(bis(3-(trimethoxysilyl)propyl)amino)propyl)-N1-methyl-N3-(3-(methyl(3-(trimethoxysilyl)propyl)amino)propyl)-N3-(3-(trimethoxysilyl)propyl)-1,3-propanediamine CO[Si](CCCN(CCCC(CCN(CCC[Si](OC)(OC)OC)CCCN(CCC[Si](OC)(OC)OC)C)NC)CCC[Si](OC)(OC)OC)(OC)OC